CN1N=CC(=C1)C1=CC=C(S1)CN1CCC2(CC1)COC1=C3CN(C(C3=CC=C12)=O)C1C(NC(CC1)=O)=O 3-(1'-((5-(1-methyl-1H-pyrazol-4-yl)thiophen-2-yl)methyl)-6-oxo-6,8-dihydro-2H,7H-spiro[furo[2,3-e]isoindole-3,4'-piperidin]-7-yl)piperidine-2,6-dione